2,6-bishydroxymethyl-phenol OCC1=C(C(=CC=C1)CO)O